8-(2-chlorophenyl)-7-(4-chlorophenyl)-1-methyl-3-(piperidin-4-ylmethyl)purine-2,6-dione ClC1=C(C=CC=C1)C1=NC=2N(C(N(C(C2N1C1=CC=C(C=C1)Cl)=O)C)=O)CC1CCNCC1